C(=O)(OC(C)(C)C)NC(C1C(N=[C-]O1)=O)SC (Boc-amino)-5-methylthiomethyl-2-oxazolidone